C(C=C)(=O)OC(CCCCCCCCCC)(C(=O)[O-])C(=O)[O-] acryloyloxy-1,1-undecanedicarboxylate